3-fluoro-5-formyl-4-hydroxy-N-(4-(pyrrolidin-1-yl)phenyl)benzenesulfonimidamide FC=1C=C(C=C(C1O)C=O)S(=O)(NC1=CC=C(C=C1)N1CCCC1)=N